tert-butyl (4S)-4-[5-(2-tert-butyl-5-fluoro-1-methyl-pyrrolo[2,3-b]pyridin-6-yl)-5-hydroxy-1-isopropoxy-pentyl]-2,2-dimethyl-oxazolidine-3-carboxylate C(C)(C)(C)C1=CC=2C(=NC(=C(C2)F)C(CCCC(OC(C)C)[C@H]2N(C(OC2)(C)C)C(=O)OC(C)(C)C)O)N1C